N1(CCNCCC1)C1=NC=C(C(=N1)N1CC(C1)C(=O)NCC1=C(N=C2N1C=CC=C2)C)F 1-[2-(1,4-diazacycloheptan-1-yl)-5-fluoropyrimidin-4-yl]-N-({2-methylimidazo[1,2-a]pyridin-3-yl}methyl)azetidine-3-carboxamide